[Na+].[Na+].P(=O)([O-])([O-])OCC(O)CO glycerol phosphate disodium